5-(4-fluorophenyl)-6-(2-methoxy-2-methyl-propyl)-1H-pyrrolo[2,3-f]indazol FC1=CC=C(C=C1)N1C(=CC2=C1C=C1C=NNC1=C2)CC(C)(C)OC